4-hydroxy-6-oxo-8-(1-(tetrahydro-2H-pyran-2-yl)-1H-pyrazol-4-yl)-3,4,5,6-tetrahydrothieno[2,3-c][1,6]naphthyridine-2(1H)-carboxylic acid benzyl ester C(C1=CC=CC=C1)OC(=O)N1CC=2C3=C(C(NC2C(C1)O)=O)SC(=C3)C=3C=NN(C3)C3OCCCC3